1-({3,4-difluoro-2-[(2-fluoro-4-iodophenyl)amino]phenyl}carbonyl)-N-(2,3-dihydroxypropyl)-3-hydroxyazetidine-3-carboxamide FC=1C(=C(C=CC1F)C(=O)N1CC(C1)(C(=O)NCC(CO)O)O)NC1=C(C=C(C=C1)I)F